C[Si](O[Si](C=C)(COC)C)(C=C)COC 1,3-dimethyl-1,3-di(methoxymethyl)-1,3-divinyl-disiloxane